((2R,3R)-3-phenyl-1,4-dioxaspiro[4.5]decan-2-yl)methyl sulfamate S(N)(OC[C@H]1OC2(O[C@@H]1C1=CC=CC=C1)CCCCC2)(=O)=O